5-CHLORO-6-FLUORONICOTINALDEHYDE ClC=1C(=NC=C(C=O)C1)F